(R)-2-fluoro-N-(3-methyl-1-(2-methyl-1-oxo-4-phenyl-2,8-diazaspiro-[4.5]dec-3-en-8-yl)-1-oxobutan-2-yl)-5-(trifluoromethyl)benzamide FC1=C(C(=O)N[C@@H](C(=O)N2CCC3(C(=CN(C3=O)C)C3=CC=CC=C3)CC2)C(C)C)C=C(C=C1)C(F)(F)F